2-amino-N-(1-(3,5-dicyano-4-ethyl-6-((4-(N-methylsulfonylamino)benzyl)thio)pyridin-2-yl)piperidin-4-yl)acetamide tert-butyl-2-(2-bromo-4-methoxyphenyl)-1H-pyrrole-1-carboxylate C(C)(C)(C)OC(=O)N1C(=CC=C1)C1=C(C=C(C=C1)OC)Br.NCC(=O)NC1CCN(CC1)C1=NC(=C(C(=C1C#N)CC)C#N)SCC1=CC=C(C=C1)NS(=O)(=O)C